2'-(4,5-Dimethyl-1H-imidazol-2-yl)-5-[(3-methoxyazetidin-1-yl)carbonyl]-3,4'-bipyridine CC=1N=C(NC1C)C1=NC=CC(=C1)C=1C=NC=C(C1)C(=O)N1CC(C1)OC